FC1(CC(C1)CC(=O)NCC1=CC=C(C=C1)CCNC(=O)C1=NNC(=C1)OCC)F N-[2-(4-{[2-(3,3-difluorocyclobutyl)acetamido]methyl}phenyl)ethyl]-5-ethoxy-1H-pyrazole-3-carboxamide